NC=1C(=NC=C(N1)N1CCC2([C@@H]([C@@H](OC2)C)N)CC1)SC1=CC=NC2=C1OCC1N2C(N(C1)C1CC1)=O 4-((3-amino-5-((3S,4S)-4-amino-3-methyl-2-oxa-8-azaspiro[4.5]decan-8-yl)pyrazin-2-yl)thio)-8-cyclopropyl-6,6a,7,8-tetrahydro-9H-imidazo[1,5-d]pyrido[3,2-b][1,4]oxazin-9-one